tetrapropylammonium phosphate P(=O)([O-])([O-])[O-].C(CC)[N+](CCC)(CCC)CCC.C(CC)[N+](CCC)(CCC)CCC.C(CC)[N+](CCC)(CCC)CCC